Tert-butyl 4-(6-((2-fluoro-4-(methoxy(methyl)carbamoyl)benzyl)oxy)pyridin-2-yl)piperidine-1-carboxylate FC1=C(COC2=CC=CC(=N2)C2CCN(CC2)C(=O)OC(C)(C)C)C=CC(=C1)C(N(C)OC)=O